dipropyl chlorophosphonate ClP(OCCC)(OCCC)=O